1-methyl-N-(5-(pyridin-2-yl)pyrimidin-2-yl)piperidine-4-carboxamide CN1CCC(CC1)C(=O)NC1=NC=C(C=N1)C1=NC=CC=C1